Palmitoylaspartat C(CCCCCCCCCCCCCCC)(=O)N[C@@H](CC(=O)[O-])C(=O)[O-]